Cl.CC=1C=C(/C(/N)=N/NC2=CC(=C3C(=N2)N(C(=N3)C3=NC=CC=C3)C)N3CCOCC3)C=CC1 (Z)-3-methyl-N'-(3-methyl-7-morpholino-2-(pyridin-2-yl)-3H-imidazo[4,5-b]pyridin-5-yl)benzohydrazonamide hydrochloride